[Cl-].C(CCCCCCCCCCCCCCCCC)[N+](CC1=CC=C(C=C1)NC(C=CC(=O)O)=O)(C)C octadecyl-dimethyl-(p-3-carboxyacrylamidobenzyl)ammonium chloride